(3,4-dimethylphenyl)-1-p-toluenesulfonyl-5,6-dihydropyridin-2(1H)-one CC=1C=C(C=CC1C)C=1C(N(CCC1)S(=O)(=O)C1=CC=C(C)C=C1)=O